NC1=NC=C(C(=N1)N[C@H](CO)C1=CC=C(C=C1)F)C1=NC(=NO1)C12CCN(CC1)CC2 (2S)-2-{[2-amino-5-(3-{1-azabicyclo[2.2.2]octan-4-yl}-1,2,4-oxadiazol-5-yl)pyrimidin-4-yl]amino}-2-(4-fluorophenyl)ethanol